6-[5-(1,1-Dioxo-1λ6-[1,2]thiazinan-2-ylmethyl)-pyridin-3-yl]-1-methyl-3,4-dihydro-1H-quinolin-2-one O=S1(N(CCCC1)CC=1C=C(C=NC1)C=1C=C2CCC(N(C2=CC1)C)=O)=O